5-piperazin-1-yl-isoindoline-1,3-dione N1(CCNCC1)C=1C=C2C(NC(C2=CC1)=O)=O